C1(=CC=CC=C1)SC[C@@H]([C@@H](O)C1=CC=C(C=C1)C)C=C (1R,2R)-2-((phenylthio)methyl)-1-(p-tolyl)but-3-en-1-ol